C1(CC1)N1N=C(C(=C1)C(C)NC1CCN(CC1)C=1C(=NC=CC1C(F)F)OC)NCC1=C(C=CC=C1)C(F)(F)F {1-[1-Cyclopropyl-3-(2-trifluoromethyl-benzylamino)-1H-pyrazol-4-yl]-ethyl}-(4'-difluoromethyl-2'-methoxy-3,4,5,6-tetrahydro-2H-[1,3']bipyridinyl-4-yl)-amine